C(CC(C(=O)O)CS)C(C(=O)O)CS ethylenebis(3-mercaptopropionic acid)